NC1=C(C=C(OC2=CC(=NC=C2)C(=O)OCC)C=C1)F ethyl 4-(4-amino-3-fluorophenoxy)picolinate